3-(2-(((3S,6S)-6-Methylpiperidin-3-yl)amino)-5-(trifluoromethyl)pyrimidin-4-yl)-7-(1-oxidophospholan-1-yl)-1H-indole-6-carbonitrile C[C@H]1CC[C@@H](CN1)NC1=NC=C(C(=N1)C1=CNC2=C(C(=CC=C12)C#N)P1(CCCC1)=O)C(F)(F)F